(6-(3-ethylphenyl)-3-hydroxypyrazine-2-carbonyl)glycine ethyl ester C(C)OC(CNC(=O)C1=NC(=CN=C1O)C1=CC(=CC=C1)CC)=O